C(C)C1=C(C=2C(=NC=C(C2)C=2C(=NN(C2)C2CCN(CC2)C)F)N1)C1=CC(=CC=C1)F 2-ethyl-5-(3-fluoro-1-(1-methylpiperidin-4-yl)-1H-pyrazol-4-yl)-3-(3-fluorophenyl)-1H-pyrrolo[2,3-b]pyridine